4-(1-chlorovinyl)-1,1'-biphenyl ClC(=C)C1=CC=C(C=C1)C1=CC=CC=C1